4-[4-(4-Methoxyphenyl)azepan-1-yl]-1-methyl-2-oxo-1,2-dihydro-quinoline-3-carbonitrile COC1=CC=C(C=C1)C1CCN(CCC1)C1=C(C(N(C2=CC=CC=C12)C)=O)C#N